C1(CC1)C1=CC=CC(=N1)C(=O)NC1=CC2=CN(N=C2C=C1C(C)(C)O)C1CCC(CC1)C=O 6-Cyclopropyl-N-[2-(4-formylcyclohexyl)-6-(1-hydroxy-1-methyl-ethyl)indazol-5-yl]pyridine-2-carboxamide